4-(5-amino-6-((1-(1-methylpiperidin-4-yl)-1H-pyrazol-4-yl)oxy)pyrazin-2-yl)-N-methoxy-2,6-dimethylbenzamide NC=1N=CC(=NC1OC=1C=NN(C1)C1CCN(CC1)C)C1=CC(=C(C(=O)NOC)C(=C1)C)C